1-(5-[(5-chlorothiophen-2-yl)methyl]amino-3-(pyrrolidin-2-yl)-1H-pyrazol-1-yl)-3-methoxy-2,2-dimethylpropan-1-one ClC1=CC=C(S1)CNC1=CC(=NN1C(C(COC)(C)C)=O)C1NCCC1